amyl-undecanoic acid C(CCCC)C(C(=O)O)CCCCCCCCC